C(CCCCCCCCCCC)(=O)OC\C=C\CC\C=C/CC (2E,6Z)-2,6-nonadien-1-yl dodecanoate